C(C)O[Si](NCCC)(OCC)OCC N-(triethoxysilyl)-1-propylamine